2-(1-((2-(3,5-dichlorophenyl)-6-((6-(4-(3-(methylsulfonyl)propyl)piperazin-1-yl)pyridin-3-yl)oxy)pyridin-4-yl)methyl)piperidin-4-yl)-N-ethylacetamide ClC=1C=C(C=C(C1)Cl)C1=NC(=CC(=C1)CN1CCC(CC1)CC(=O)NCC)OC=1C=NC(=CC1)N1CCN(CC1)CCCS(=O)(=O)C